(2S,4r)-N-[2-(4-cyclopropylpyrimidin-2-yl)ethyl]-1-[(2S)-2-(4-cyclopropylpyridin-1-yl)-3,3-dimethyl-butyryl]-4-hydroxy-pyrrolidine-2-carboxamide C1(CC1)C1=NC(=NC=C1)CCNC(=O)[C@H]1N(C[C@@H](C1)O)C([C@H](C(C)(C)C)N1CC=C(C=C1)C1CC1)=O